2-(2,8-dimethylimidazo[1,2-b]pyridazin-6-yl)-6-(1-methylpiperidin-4-yl)thieno[2,3-c]pyridin-7(6H)-one CC=1N=C2N(N=C(C=C2C)C2=CC3=C(C(N(C=C3)C3CCN(CC3)C)=O)S2)C1